FC(F)C=1OC(=NN1)C=1C=NC(=CC1)CN1N=NC(=C1)C1=C(C=CC=C1)F difluoromethyl-5-(6-((4-(2-fluorophenyl)-1H-1,2,3-triazol-1-yl)methyl)pyridin-3-yl)-1,3,4-oxadiazole